OC1=C(C=CC=2SC=CC21)C=2C1=C(C(=NN2)N[C@H]2CN(CCC2)CC(=O)O)COC1 (R)-2-(3-((4-(4-hydroxybenzo[b]thiophen-5-yl)-5,7-dihydrofuro[3,4-d]pyridazin-1-yl)amino)piperidin-1-yl)acetic acid